(2S)-2-amino-N-[(1R)-1-(4-methanesulfonylphenyl)ethyl]pentanediamide hydrochloride Cl.N[C@H](C(=O)N[C@H](C)C1=CC=C(C=C1)S(=O)(=O)C)CCC(=O)N